CN(/C=C/C(=O)C1=C(C=CC(=C1)OC)O)C (E)-3-(dimethylamino)-1-(2-hydroxy-5-methoxyphenyl)prop-2-en-1-one